ClC1=NC=C(C(=C1)C1=C(C=NC(=C1)C)C(=O)NC=1SC2=C(N1)CN(C2)C(C2=NC=C(C=C2OC)Cl)=O)OC 2'-chloro-N-(5-(5-chloro-3-methoxypicolinoyl)-5,6-dihydro-4H-pyrrolo[3,4-d]thiazol-2-yl)-5'-methoxy-6-methyl-[4,4'-bipyridine]-3-carboxamide